C(CC)(=S)OCCC[Si](C)(C)OCCCOCC 4-oxa-hexyloxydimethylsilylpropyl thiopropionate